C(C)(=O)OCC#CC(=O)[O-] (acetoxy)but-2-ynoate